(benzofuran-3-yl)-5-phenylisoindoline-2-carboxamide O1C=C(C2=C1C=CC=C2)C2N(CC1=CC(=CC=C21)C2=CC=CC=C2)C(=O)N